N-((1r,3r)-3-(3-chloro-4-cyanophenoxy)-2,2,4,4-tetramethylcyclobutyl)-4-(4-(7-hydroxyheptyl)piperazin-1-yl)benzamide ClC=1C=C(OC2C(C(C2(C)C)NC(C2=CC=C(C=C2)N2CCN(CC2)CCCCCCCO)=O)(C)C)C=CC1C#N